methoxy-N-methyl-1-((2-(trimethylsilyl)ethoxy)methyl)-1H-pyrazole-4-carboxamide COC1=NN(C=C1C(=O)NC)COCC[Si](C)(C)C